C(CCCCCCC\C=C/CCCCCCCC)(=O)[O-].C(CCCCCCC\C=C/CCCCCCCC)(=O)[O-].[Sn+2] stannous dioleate